ethyl (1S,2S)-1,2-bis(hydroxymethyl)cyclopropane-1-carboxylate OC[C@]1([C@H](C1)CO)C(=O)OCC